1-methylindazol-6-ylboronic acid CN1N=CC2=CC=C(C=C12)B(O)O